didecylmethyl-(4-vinylbenzyl)ammonium chloride [Cl-].C(CCCCCCCCC)[N+](CC1=CC=C(C=C1)C=C)(C)CCCCCCCCCC